C(C)(C)(C)OC(=O)N[C@H](C(=O)O)C(C)(C)C (S)-2-((t-butoxycarbonyl)amino)-3,3-dimethylbutanoic acid